5-(PIPERIDIN-4-YL)PICOLINALDEHYDE N1CCC(CC1)C=1C=CC(=NC1)C=O